C(C)S(=O)(=O)O[C@@H](CN(C[C@@H](COC)OS(=O)(=O)CC)CC1=CC=CC=C1)COC (2S,2'S)-(benzylazanediyl)bis(3-methoxypropane-1,2-diyl) diethanesulfonate